CC1(CC=2C(=NC=CC2)[C@]1(O)C1=CC(=CC=C1)B1OC(C(O1)(C)C)(C)C)C (R,S)-6,6-Dimethyl-7-(3-(4,4,5,5-tetramethyl-1,3,2-dioxaborolan-2-yl)phenyl)-6,7-dihydro-5H-cyclopenta[b]pyridin-7-ol